tert-butyl ((S)-(7-((S*)-2-cyclobutoxy-1-(5,5-difluoro-2-oxotetrahydropyrimidin-1(2H)-yl)ethyl)imidazo[1,2-b]pyridazin-2-yl)(4,4-difluorocyclohexyl)methyl)carbamate C1(CCC1)OC[C@@H](N1C(NCC(C1)(F)F)=O)C1=CC=2N(N=C1)C=C(N2)[C@H](C2CCC(CC2)(F)F)NC(OC(C)(C)C)=O |o1:6|